(±)-1-((1H-indol-2-yl)methyl)-8-((cis)-3-hydroxycyclopentylamino)-3,7-dimethyl-1H-purine-2,6(3H,7H)-dione N1C(=CC2=CC=CC=C12)CN1C(N(C=2N=C(N(C2C1=O)C)N[C@@H]1C[C@@H](CC1)O)C)=O |r|